FC(C(=O)NC=1C=C2C(=NC=NC2=CC1O[C@H]1CN(CC1)C1CCOCC1)NC1=CC(=NC=C1)C1=C(C=CC=C1)F)=C (R)-2-fluoro-N-(4-((2-(2-fluorophenyl)pyridin-4-yl)amino)-7-((1-(tetrahydro-2H-pyran-4-yl)pyrrolidin-3-yl)oxy)quinazolin-6-yl)acrylamide